CS(=O)(=O)NC1=CC=C(C=C1)B(O)O 4-(methylsulfonylamino)phenylboronic acid